heptadecan-9-yl 8-((2-hydroxy-6-((S)-pyrrolidine-3-carboxamido)hexyl)(6-oxo-6-(undecyloxy)hexyl)Amino)octanoate OC(CN(CCCCCCCC(=O)OC(CCCCCCCC)CCCCCCCC)CCCCCC(OCCCCCCCCCCC)=O)CCCCNC(=O)[C@@H]1CNCC1